N-[2-(3-amino-4-methoxy-3-methylpyrrolidin-1-yl)-5,6,7,8-tetrahydroquinolin-6-yl]-5-chloro-7-ethyl-7H-pyrrolo[2,3-c]pyridazine-3-carboxamide NC1(CN(CC1OC)C1=NC=2CCC(CC2C=C1)NC(=O)C1=CC2=C(N=N1)N(C=C2Cl)CC)C